1-(1,3,4-thiadiazole-2-yl)azetidin S1C(=NN=C1)N1CCC1